benzylgalactal C(C1=CC=CC=C1)C=1O[C@@H]([C@@H]([C@@H](C1)O)O)CO